4-methoxy-2-(3-methyl oxiranyl)-phenyl isobutyrate C(C(C)C)(=O)OC1=C(C=C(C=C1)OC)C1OC1C